NCC(C(C)(O)C1=CC=C(C=C1)Cl)(F)F 4-amino-2-(4-chlorophenyl)-3,3-difluorobutan-2-ol